BrC1=CC=C(C=C1)OC1=CC=C(C=C1)OC 1-bromo-4-(4-methoxyphenoxy)benzene